N1(CCNCC1)C1=CC=C(C(=O)N)C=C1 4-Piperazine-1-ylbenzamide